2-(2-chlorobenzyl)-N-cyclopentyl-8-methyl-4,5-dihydro-2H-furo[2,3-g]indazole-7-carboxamide ClC1=C(CN2N=C3C4=C(CCC3=C2)OC(=C4C)C(=O)NC4CCCC4)C=CC=C1